1-hydroxypropylsulfonate OC(CC)S(=O)(=O)[O-]